(S)-3-(1-hydroxy-prop-2-yl)-8-(1-methyl-1H-pyrazol-4-yl)-6-(pyridin-3-yl)pyrido[3,4-d]pyrimidin-4(3H)-one OC[C@H](C)N1C=NC2=C(C1=O)C=C(N=C2C=2C=NN(C2)C)C=2C=NC=CC2